(S)-1-(4-((4-((2-fluoro-4-((2-(3-methylpyrrolidin-1-yl)pyridin-4-yl)oxy)phenyl)amino)-7-methoxyquinazolin-6-yl)amino)piperidin-1-yl)prop-2-en-1-one FC1=C(C=CC(=C1)OC1=CC(=NC=C1)N1C[C@H](CC1)C)NC1=NC=NC2=CC(=C(C=C12)NC1CCN(CC1)C(C=C)=O)OC